FC1=CC=C(CCC2(NC3=CC=CC(=C3CN2)C(F)(F)F)C(=O)OC)C=C1 Methyl 2-(4-fluorophenethyl)-5-(trifluoromethyl)-1,2,3,4-tetrahydroquinazoline-2-carboxylate